C(C=C)(=O)OC1=C(C(=C(C=C1)CC1=C(C(=C(C=C1)OC(C=C)=O)OCC)OCC)OCC)OCC bis(4-acryloxydiethoxyphenyl)methane